C1(CC1)CNC(=O)C1CN(C1)CC1=CC2=CC=C(C=C2C[C@@H]1C)OCCCC(F)(F)F (S)-N-(cyclopropylmethyl)-1-((3-methyl-6-(4,4,4-trifluorobutoxy)-3,4-dihydronaphthalen-2-yl)methyl)azetidine-3-carboxamide